C(C)(C)OC(=O)C=1C(=C(N2C=C(C=C2C1)Br)C(C)N1CCC(CC1)N1CCCC1)C 2-bromo-6-methyl-5-(1-(4-(pyrrolidin-1-yl)piperidin-1-yl)ethyl)indolizine-7-carboxylic acid isopropyl ester